2-(1-benzyl-3,6-dioxopiperazin-2-yl)acetic acid methyl ester COC(CC1N(C(CNC1=O)=O)CC1=CC=CC=C1)=O